6-chloro-4-((6-fluoro-3-(methylthio)pyridin-2-yl)amino)-N-(methyl-d3)pyridazin-3-carboxamide ClC1=CC(=C(N=N1)C(=O)NC([2H])([2H])[2H])NC1=NC(=CC=C1SC)F